methyl 2-methoxyphenylthiocarboxylate COC1=C(C=CC=C1)C(=S)OC